COC1=C(C=C(C=C1)C=1CN(CC1)C(=O)OC(C)(C)C)C(=O)OC tert-butyl 3-(4-methoxy-3-(methoxycarbonyl)phenyl)-2,5-dihydro-1H-pyrrole-1-carboxylate